BrC=1C=CC(=C(C1)C(C)(C)NC(OC1CN2CCC1CC2)=O)F 1-azabicyclo[2.2.2]oct-3-yl [2-(5-bromo-2-fluorophenyl)propan-2-yl]carbamate